1-({2-[4-(4-Methylpyridin-3-yl)cyclohexyl]ethyl}amino)-cyclopentan CC1=C(C=NC=C1)C1CCC(CC1)CCNC1CCCC1